C1(=CC=CC=C1)N1N=NC=C1 1-phenyltriazol